N-(2-((1-ethyl-3-(trifluoromethyl)-1H-pyrazol-5-yl)methoxy)ethyl)-4-(trifluoromethoxy)benzenesulfonamide C(C)N1N=C(C=C1COCCNS(=O)(=O)C1=CC=C(C=C1)OC(F)(F)F)C(F)(F)F